CC1=C[C@@H]2N(C=3N=CC(=CC13)C(F)(F)F)CCNC2 (S)-5-methyl-3-(trifluoromethyl)-6a,7,9,10-tetrahydro-8H-pyrazino[1,2-a][1,8]naphthyridin